C1(CC1)C1=CC(=NN1)NC1=NC(=NC=C1)N(C1CCC(CC1)C(=O)NCC1=CC(=CC=C1)C(F)(F)F)C (1R,4R)-4-((4-((5-cyclopropyl-1H-pyrazol-3-yl)amino)pyrimidin-2-yl)(methyl)amino)-N-(3-(trifluoromethyl)benzyl)cyclohexane-1-carboxamide